N1(CCCCC1)C(=O)OCOC1CCC(CC1)C1=C(C=CC=C1)OS(=O)(=O)C(F)(F)F ((((1S,4S)-4-(2-(((trifluoromethyl) sulfonyl) oxy) phenyl) cyclohexyl) oxy) methyl) piperidine-1-carboxylate